NC1=C(C=NN1C1=CC2=C(NC(=N2)C(=O)[O-])C=C1)C(=O)C=1N(C2=CC=CC=C2C1)S(=O)(=O)C1=CC=CC=C1 5-(5-amino-4-(1-(phenylsulfonyl)-1H-indole-2-carbonyl)-1H-pyrazol-1-yl)-1H-benzo[d]imidazol-2-carboxylate